NC1=NC2=CC=C(C=C2C=N1)C=1C(=C(C=CC1F)C1=C(C=CC(=C1Cl)C)S(=O)(=O)N)F (3-(2-aminoquinazolin-6-yl)-2,4-difluorophenyl)-3-chloro-4-methylbenzenesulfonamide